N,N-diethyl-N-methyl-N-(2-methoxyethyl)ammonium triflate [O-]S(=O)(=O)C(F)(F)F.C(C)[N+](CCOC)(C)CC